(Z)-N-(4-acetyl-2-oxopiperazin-1-yl)-3-(3-(3,5-bis(trifluoromethyl)phenyl)-1H-1,2,4-triazol-1-yl)acrylamide C(C)(=O)N1CC(N(CC1)NC(\C=C/N1N=C(N=C1)C1=CC(=CC(=C1)C(F)(F)F)C(F)(F)F)=O)=O